(R)-2-(5-ethynyl-6-fluoro-4-(8-fluoro-4-(methyl(piperidin-2-ylmethyl)amino)-2-(4-methylpiperazin-1-yl)pyrido[4,3-d]pyrimidin-7-yl)naphthalen-2-yl)propan-2-ol C(#C)C1=C2C(=CC(=CC2=CC=C1F)C(C)(C)O)C1=C(C=2N=C(N=C(C2C=N1)N(C[C@@H]1NCCCC1)C)N1CCN(CC1)C)F